C(C1=CC=CC=C1)OC1=NC(=CC=C1C=1OC2=C(N1)C=CC(=C2)C(=O)N2[C@@H](C1=C(C=CC=C1C2)F)C)OCC2=CC=CC=C2 (R)-(2-(2,6-bis(benzyloxy)pyridin-3-yl)benzo[d]oxazol-6-yl)(7-fluoro-1-methylisoindolin-2-yl)methanone